C(C)OC(C(=O)NCC(=O)C1=CC(=CC=C1)Cl)=O 2-((2-(3-Chlorophenyl)-2-oxoethyl)amino)-2-oxoacetic acid ethyl ester